(3R,5S)-1-METHOXY-5-METHYLHEPT-6-ENE-3-SULFONAMIDE COCC[C@@H](C[C@@H](C=C)C)S(=O)(=O)N